C(C1=CC=CC=C1)C=1C=NN(C1)C(=O)N[C@@H]1CCC2=C(N(C1=O)C)C=C(C=C2)N2CC1(C2)CCOCC1 (R)-4-benzyl-N-(1-methyl-2-oxo-8-(7-oxa-2-azaspiro[3.5]nonan-2-yl)-2,3,4,5-tetrahydro-1H-benzo[b]azepin-3-yl)-1H-pyrazole-1-carboxamide